CC=1C=CC=2N(C1C)N=CC2C2=NC(C(C1=CC(=CC=C21)F)(F)F)(C)C 1-(6,7-dimethylpyrazolo[1,5-a]pyridin-3-yl)-4,4,6-trifluoro-3,3-dimethyl-isoquinoline